C(ONCCC)CONCCC 3,3-(ethylenedioxy)bis(propylamine)